ClC1=CC=C(C=C1)N1C(C2=CC=CC=C2CC1)C#CC1=CC=C(C=C1)OC 2-(4-chlorophenyl)-1-((4-methoxyphenyl)ethynyl)-1,2,3,4-tetrahydroisoquinoline